C(C1=CC=CC=C1)OC(=O)NC(=N)C1=CC=C(CNC(=O)[C@H]2N(CC2)C([C@@H](C2CC2)NC(OC(C)(C)C)=O)=O)C=C1 tert-butyl ((R)-2-((S)-2-((4-(N-((benzyloxy)carbonyl)carbamimidoyl)benzyl)carbamoyl)azetidin-1-yl)-1-cyclopropyl-2-oxoethyl)carbamate